(3,5-difluorobenzyl)-5,5-difluoro-3-(trifluoromethyl)-1,4,5,6-tetrahydrocyclopenta[b]pyrrol-4-ol FC=1C=C(CN2C3=C(C(=C2)C(F)(F)F)C(C(C3)(F)F)O)C=C(C1)F